OC1(CC1)C1(CCN(CC1)C1=C(C=CC=C1)NS(=O)(=O)C1=CC=C(C=C1)S(=O)(=O)N(C)C)C N1-(2-(4-(1-hydroxycyclopropyl)-4-methylpiperidin-1-yl)phenyl)-N4,N4-dimethylbenzene-1,4-disulfonamide